8,8'-((2-((1R,2S)-2-hydroxycyclohex-yl)ethyl)azanedi-yl)bis(N,N-didecyl-octanamide) O[C@@H]1[C@H](CCCC1)CCN(CCCCCCCC(=O)N(CCCCCCCCCC)CCCCCCCCCC)CCCCCCCC(=O)N(CCCCCCCCCC)CCCCCCCCCC